ethyl N-(tert-butoxycarbonyl)-N-(1-(4-(trifluoromethyl)phenyl)imidazo[1,5-a]pyridin-3-yl)glycinate C(C)(C)(C)OC(=O)N(CC(=O)OCC)C1=NC(=C2N1C=CC=C2)C2=CC=C(C=C2)C(F)(F)F